CN1N=CC=2C1=NC=C(C2)B(O)O (1-methylpyrazolo[3,4-b]pyridin-5-yl)boronic acid